2-(3-(2-hydroxyphenyl)-5,6,7,8-tetrahydroimidazo[1,5-a]pyridin-1-yl)-6-methylpyridin-3-ol OC1=C(C=CC=C1)C1=NC(=C2N1CCCC2)C2=NC(=CC=C2O)C